1-[(1-ethyl-1H-pyrazol-4-yl)methyl]-3-[6-{[(1-fluorocyclobutyl)methyl]amino}-4-(trifluoromethyl)pyridin-2-yl]-4-methyl-1,3-dihydro-2H-imidazol-2-one C(C)N1N=CC(=C1)CN1C(N(C(=C1)C)C1=NC(=CC(=C1)C(F)(F)F)NCC1(CCC1)F)=O